4-(4-fluorophenyl)-6-(2-hydroxy-2-methyl-propoxy)pyrazolo[1,5-a]pyridine-3-carbonitrile FC1=CC=C(C=C1)C=1C=2N(C=C(C1)OCC(C)(C)O)N=CC2C#N